N-((2-(2,2,2-Trifluoroethoxy)pyridin-4-yl)methyl)-2-(2-(trifluoromethyl)phenyl)acetamide FC(COC1=NC=CC(=C1)CNC(CC1=C(C=CC=C1)C(F)(F)F)=O)(F)F